BrC=1SC(=CN1)[C@H]1[C@@H](C1)N(C(OC(C)(C)C)=O)C1CCC(CC1)NC(=O)OC(C)(C)C tert-butyl ((trans)-2-(2-bromothiazol-5-yl)cyclopropyl)(4-((tert-butoxycarbonyl) amino)cyclohexyl)carbamate